3-fluoro-4-(1-methyl-1H-pyrazol-3-yl)pyridine FC=1C=NC=CC1C1=NN(C=C1)C